N-[4-amino-1-(2-trimethylsilylethoxymethyl)pyrazolo[4,3-c]pyridin-7-yl]-N'-benzyl-N'-[(4-methyl-2-pyridyl)methyl]oxamide NC1=NC=C(C2=C1C=NN2COCC[Si](C)(C)C)NC(=O)C(=O)N(CC2=NC=CC(=C2)C)CC2=CC=CC=C2